3-(1-Cyclopropyl-1H-pyrazol-4-yl)-N-((trans-4-(4-methoxy-3-methylphenyl)cyclohexyl)methyl)aniline C1(CC1)N1N=CC(=C1)C=1C=C(NC[C@@H]2CC[C@H](CC2)C2=CC(=C(C=C2)OC)C)C=CC1